2-[(2,6-dichlorophenyl)amino]benzeneacetic acid ClC1=C(C(=CC=C1)Cl)NC1=C(C=CC=C1)CC(=O)O